isobenzothiophene C=1SC=C2C=CC=CC12